N1=CC=CC=C1.CC1=CC=C(C=C1)S(=O)(=O)O para-toluenesulfonic acid pyridine salt